(E)-diphenyl-benzene-1,3-diamine C1(=CC=CC=C1)C1=CC(=C(C=C1N)N)C1=CC=CC=C1